[I].COC=1C=C2C(=CNC2=CC1)/C=C/C1=CCN(C2=CC=CC=C12)C (E)-4-(2-(5-methoxy-1H-indol-3-yl)vinyl)-1-methylquinoline iodine salt